6-(((S)-benzo[d]thiazol-7-yl(1-(1-(trifluoromethyl)cyclopropyl)-1H-1,2,3-triazol-4-yl)methyl)amino)-4-(((R)-1-phenylpropyl)amino)quinoline-3,8-dicarbonitrile S1C=NC2=C1C(=CC=C2)[C@@H](C=2N=NN(C2)C2(CC2)C(F)(F)F)NC=2C=C1C(=C(C=NC1=C(C2)C#N)C#N)N[C@H](CC)C2=CC=CC=C2